N-(1-(2-(1H-indol-3-yl)ethyl)-4-(methoxymethyl)piperidin-4-yl)-N-phenylpentanamide N1C=C(C2=CC=CC=C12)CCN1CCC(CC1)(COC)N(C(CCCC)=O)C1=CC=CC=C1